ethyl 1-((((((1R,2S,5R)-2-carbamoyl-7-oxo-1,6-diazabicyclo[3.2.1]octan-6-yl)oxy)sulfonyl)oxy)methyl)cyclopropanecarboxylate C(N)(=O)[C@H]1N2C(N([C@H](CC1)C2)OS(=O)(=O)OCC2(CC2)C(=O)OCC)=O